5-chloro-1-methyl-pyrazole-4-carbaldehyde ClC1=C(C=NN1C)C=O